C(C)OC(C1=C(C(=CC=C1C)C1=CC=2N(C=C1)N=C(N2)N)F)=O 3-(2-amino-[1,2,4]triazolo[1,5-a]pyridin-7-yl)-2-fluoro-6-methylbenzoic acid ethyl ester